N-benzyl-3-bromo-6-chloroimidazo[1,2-b]pyridazin-8-amine C(C1=CC=CC=C1)NC=1C=2N(N=C(C1)Cl)C(=CN2)Br